benzyl (3R)-3-(((benzyloxy)carbonyl)amino)-4-(difluoromethyl)-4-hydroxyazepane-1-carboxylate C(C1=CC=CC=C1)OC(=O)N[C@@H]1CN(CCCC1(O)C(F)F)C(=O)OCC1=CC=CC=C1